(Z)-1-(2-chloro-3-fluorophenyl)-N'-hydroxycyclopropane-1-carboximidamide ClC1=C(C=CC=C1F)C1(CC1)/C(/N)=N/O